C(C1=CC=CC=C1)OC1=CC(=CC2=C1C=CO2)OC 4-(benzyloxy)-6-methoxybenzofuran